[2-[6-[[5-(4-fluorophenyl)thiazol-2-yl]amino]imidazo[4,5-c]pyridin-1-yl]ethyl]morpholine-3-carboxamide FC1=CC=C(C=C1)C1=CN=C(S1)NC1=CC2=C(C=N1)N=CN2CCN2C(COCC2)C(=O)N